tert-butyl 3-(2,3-dichloro-6-fluorophenyl)-3-((methyl sulfonyl)oxy)azetidine-1-carboxylate ClC1=C(C(=CC=C1Cl)F)C1(CN(C1)C(=O)OC(C)(C)C)OS(=O)(=O)C